[4-[3-[4-[[(3S,4R)-3-fluoro-1-methyl-4-piperidyl]amino]-1-(2,2,2-trifluoroethyl)indol-2-yl]prop-2-ynylamino]-3-methoxy-phenyl]-(2-oxa-6-azaspiro[3.3]heptan-6-yl)methanone F[C@H]1CN(CC[C@H]1NC1=C2C=C(N(C2=CC=C1)CC(F)(F)F)C#CCNC1=C(C=C(C=C1)C(=O)N1CC2(COC2)C1)OC)C